3-isoxazolyl-naphthalene O1N=C(C=C1)C=1C=CC2=CC=CC=C2C1